(S)-(3-Fluoropyrrolidin-1-yl)(4-((1-isopropyl-1H-[1,2,3]triazolo[4,5-H]quinazolin-8-yl)amino)phenyl)methanone F[C@@H]1CN(CC1)C(=O)C1=CC=C(C=C1)NC1=NC=2C3=C(C=CC2C=N1)N=NN3C(C)C